ClC=1C=C(C=CC1)NC1=NC=NC2=CC=C(C=C12)C=1C=C(C(=NC1)OC)NS(=O)(=O)N1CCN(CC1)C N-(5-(4-((3-chlorophenyl)amino)quinazolin-6-yl)-2-methoxypyridin-3-yl)-4-methylpiperazine-1-sulfonamide